3-(5-(hydroxy(3-hydroxyazetidin-3-yl)methyl)-1-oxoisoindolin-2-yl)piperidine-2,6-dione OC(C=1C=C2CN(C(C2=CC1)=O)C1C(NC(CC1)=O)=O)C1(CNC1)O